FC[C@H](C(C1=CC=CC=C1)C1=CC=CC=C1)C=1N(C(C(=C(N1)C(=O)NC=1C=NOC1)O)=O)C (R)-2-(3-fluoro-1,1-diphenylprop-2-yl)-5-hydroxy-N-(isoxazol-4-yl)-1-methyl-6-oxo-1,6-dihydropyrimidine-4-carboxamide